4-(pyrimidin-5-yl)-6-(trifluoromethyl)-1H-benzo[d][1,2,3]triazole N1=CN=CC(=C1)C1=CC(=CC=2NN=NC21)C(F)(F)F